ClC=1C(=CC2=CN(N=C2C1)C)\N=C\1/NC(N(C(N1CC1=C(C=C(C(=C1)F)F)F)=O)CC1=NN(C=N1)C)=O (6E)-6-[(6-chloro-2-methyl-2H-indazol-5-yl)imino]dihydro-3-[(1-methyl-1H-1,2,4-triazol-3-yl)methyl]-1-[(2,4,5-trifluorophenyl)methyl]-1,3,5-triazine-2,4(1H,3H)-dione